COC1=C2C=C(NC2=CC=C1)C(=O)N[C@@H](CC(C)C)C(=O)NN(C(=O)OC(C)(C)C)C[C@@H]1C(NCC1)=O tert-Butyl 2-((4-methoxy-1H-indole-2-carbonyl)-L-leucyl)-1-(((R)-2-oxopyrrolidin-3-yl)methyl)hydrazine-1-carboxylate